4-benzyl-2,3,4,5-tetrahydro-1H-benzo[e][1,4]diazepine C(C1=CC=CC=C1)N1CCNC2=C(C1)C=CC=C2